ClC1=CC=CC=2SC3=CC=CC=C3N(C12)C1=C(NC2=CC=CC=C12)C1=CC=CC=C1 1-chloro-10-(2-phenylindol-3-yl)-10H-phenothiazine